2-oxo-N-(1,2,4-thiadiazol-5-yl)-1,2-dihydroquinoline O=C1N(C2=CC=CC=C2C=C1)C1=NC=NS1